O1CCN(CC1)C1CCN(CC1)C(=O)C1=CC=C(C=2OCCOC21)NC2=CC(=C1C(=N2)NC=C1C(F)(F)F)NCCC (4-morpholinopiperidin-1-yl)(8-((4-(propylamino)-3-(trifluoromethyl)-1H-pyrrolo[2,3-b]pyridin-6-yl)amino)-2,3-dihydrobenzo[b][1,4]dioxin-5-yl)methanone